N-cyclopropyl-N'-(3-(1-hexylpiperidin-4-yl)-1H-indol-5-yl)urea C1(CC1)NC(=O)NC=1C=C2C(=CNC2=CC1)C1CCN(CC1)CCCCCC